5-(6-((1S,6R,7R)-7-(aminomethyl)-7-(2-fluorophenyl)-3-azabicyclo[4.1.0]heptan-3-yl)-1H-pyrazolo[3,4-b]pyrazin-3-yl)-1,3-dihydro-2H-pyrrolo[2,3-b]pyridin-2-one NC[C@@]1([C@@H]2CCN(C[C@H]12)C1=CN=C2C(=N1)NN=C2C=2C=C1C(=NC2)NC(C1)=O)C1=C(C=CC=C1)F